C(C)OC(=O)C=1C=NN(C1)CC=1C(=NC(=CC1)N1CC2(CC2)C1)C=C.C1(=C(C=CC=C1)C=1C(=C2C=C3C(=CC=C4C=5C=CC=CC5N=C34)C2=CC1)C1=NN=NC(=C1C1=C(C=CC=C1)C1=CC=CC=C1)C1=CC=CC=C1)C1=CC=CC=C1 biphenylyl-[phenyl-(biphenylyl)triazinyl]indenocarbazole ethyl-1-[(6-{5-azaspiro[2.3]hex-5-yl}-2-vinylpyridin-3-yl)methyl]-1H-pyrazole-4-carboxylate